N1C=NC(=C1)C(=O)NC=1C=CC(=NC1)C=1N=NN(C1NC(O[C@H](C)C=1C(=NC=CC1)Cl)=O)C (R)-1-(2-chloropyridin-3-yl)ethyl (4-(5-(1H-imidazole-4-carboxamido)pyridin-2-yl)-1-methyl-1H-1,2,3-triazol-5-yl)carbamate